[SiH3]OC(C=C)=O silylacrylate